10-fluorodecyl acetate C(C)(=O)OCCCCCCCCCCF